ClC1=CC=C(C=C1)C1=N[C@H](C=2N(C3=C1C(=C(S3)C#CC=3C=NN(C3)CCCC(=O)O)C)C(=NN2)C)CC(=O)N2CCN(CC2)C (S)-4-(4-((4-(4-chlorophenyl)-3,9-dimethyl-6-(2-(4-methylpiperazin-1-yl)-2-oxoethyl)-6H-thieno[3,2-f][1,2,4]triazolo[4,3-a][1,4]diazepin-2-yl)ethynyl)-1H-pyrazol-1-yl)butanoic acid